4-[[(2R,3S,4S,5S)-3-(5-Deuterio-3,4-difluoro-2-methoxyphenyl)-4,5-dimethyl-5-(trifluoromethyl)tetrahydrofuran-2-carbonyl]amino]pyridin-2-carboxamid [2H]C=1C(=C(C(=C(C1)[C@H]1[C@@H](O[C@@]([C@H]1C)(C(F)(F)F)C)C(=O)NC1=CC(=NC=C1)C(=O)N)OC)F)F